CC=1N(N=C2[C@H](CCCC12)C)CC=O 2-[(7S)-3,7-dimethyl-4,5,6,7-tetrahydroindazol-2-yl]ethanone